CC1CC(OCC(C1)(C)C)=O 4,6,6-trimethyloxepan-2-one